CC=1C=C(C=CC1)C1=CC(=C(C=C1C(=O)N)C(=O)N)C1=CC(=CC=C1)C bis-(3-methylphenyl)-isophthalic acid-diamide